C1(=CC(=CC=C1)C=1C=CC=2NC3=CC=C(C=C3C2C1)C=1C=C(C=CC1)C1=CC=CC=C1)C1=CC=CC=C1 3,6-di([1,1'-biphenyl]-3-yl)-9H-carbazole